2,3-Difluoro-5-(5-(4-methoxy-piperidin-1-yl)-1H-indazol-1-yl)phenol FC1=C(C=C(C=C1F)N1N=CC2=CC(=CC=C12)N1CCC(CC1)OC)O